BrC=1C(=CC(=NC1)C1=CC=C2N1N=CC(=C2)C#N)NC2CCC(CC2)(F)F 7-(5-bromo-4-((4,4-difluorocyclohexyl)amino)pyridin-2-yl)pyrrolo[1,2-b]pyridazine-3-carbonitrile